glycerin succinate monostearate C(CCCCCCCCCCCCCCCCC)(=O)O.C(CCC(=O)O)(=O)O.OCC(O)CO